BrC1=CN2C(S1)=C(C=N2)C(=O)NC=2C(=NC=C(C2)C(NCCN2C(CCC2)C)=O)C 2-Bromo-N-(2-methyl-5-((2-(2-methylpyrrolidin-1-yl)ethyl)carbamoyl)pyridin-3-yl)pyrazolo[5,1-b]thiazole-7-carboxamide